8-methoxy-2-(trifluoromethyl)-3-[4-(3,3,3-trifluoropropyl)-1H-imidazol-1-yl]-4H-pyrido[1,2-a]pyrimidin-4-one COC1=CC=2N(C(C(=C(N2)C(F)(F)F)N2C=NC(=C2)CCC(F)(F)F)=O)C=C1